ClC1=C(C=C2C(=N1)N(C(=N2)C2=NC=C(C=C2S(=O)(=O)CC)C(F)(F)F)C)C(F)(F)F 5-chloro-2-(3-ethylsulfonyl-5-trifluoromethylpyridin-2-yl)-3-methyl-6-trifluoromethyl-3H-imidazo[4,5-b]pyridine